6-[8-(1,3-benzothiazol-2-ylcarbamoyl)-3,4-dihydroisoquinolin-2(1H)-yl]-3-[1-(2-nitrobenzyl)-1H-pyrazol-4-yl]pyridine-2-carboxylic acid S1C(=NC2=C1C=CC=C2)NC(=O)C=2C=CC=C1CCN(CC21)C2=CC=C(C(=N2)C(=O)O)C=2C=NN(C2)CC2=C(C=CC=C2)[N+](=O)[O-]